C(C)(=O)O[C@]1([C@@H](CC(CC1)(C)C)CC)C=C |r| (1SR,2RS)-2-ethyl-4,4-dimethyl-1-vinyl-cyclohexyl acetate